N,N-dimethyl-2-(7-(4-(trifluoromethyl)phenoxy)-3,4-dihydroisoquinolin-2(1H)-yl)acetamide CN(C(CN1CC2=CC(=CC=C2CC1)OC1=CC=C(C=C1)C(F)(F)F)=O)C